(2Z,2'Z)-2,2'-(3-(2-morpholino-2-oxoethyl)cyclopentane-1,2-diylidene)bis(N-ethylhydrazine-1-carbothioamide) O1CCN(CC1)C(CC1\C(\C(\CC1)=N/NC(NCC)=S)=N\NC(NCC)=S)=O